C(C)N(CCOCCNCC)CC [2-[2-(diethylamino)ethoxy]ethyl](ethyl)amine